7-[[5-(4-methylpiperazin-1-yl)-2-pyridyl]amino]-4-(1-methylpyrrolo[2,3-b]pyridin-3-yl)-2,3-dihydropyrrolo[3,4-c]pyridin-1-one CN1CCN(CC1)C=1C=CC(=NC1)NC=1C2=C(C(=NC1)C1=CN(C3=NC=CC=C31)C)CNC2=O